2,2-diiodo-4-dimethylaminoethyl-[1,3]-dioxolane IC1(OCC(O1)CCN(C)C)I